(3R)-3-(4-chlorophenyl)-2-((5-chloropyridin-2-yl)methyl)-6-(1-hydroxy-1-(1-tosyl-1H-pyrazol-5-yl)ethyl)-3-methoxyisoindolin-1-one ClC1=CC=C(C=C1)[C@@]1(N(C(C2=CC(=CC=C12)C(C)(C1=CC=NN1S(=O)(=O)C1=CC=C(C)C=C1)O)=O)CC1=NC=C(C=C1)Cl)OC